N(=[N+]=[N-])CCOCCOCCOCCOCCNC(OC(C)(C)C)=O tert-butyl (14-azido-3,6,9,12-tetraoxatetradecyl)carbamate